S1C=NC2=C1C=CC(=C2)NC2=CC=NC1=CC=C(C=C21)C2=C(C=C(CN1C(CNCC1)=O)C=C2)F 1-(4-(4-(benzo[d]thiazol-5-ylamino)quinolin-6-yl)-3-fluorobenzyl)piperazin-2-one